6'-fluoro-1'-oxo-spiro[azetidine-3,2'-indene]-1-carboxylic acid tert-butyl ester C(C)(C)(C)OC(=O)N1CC2(C(C3=CC(=CC=C3C2)F)=O)C1